4-(2-chlorophenyl)-N-(4-(trifluoromethyl)pyridin-2-yl)pyrimidine-5-carboxamide ClC1=C(C=CC=C1)C1=NC=NC=C1C(=O)NC1=NC=CC(=C1)C(F)(F)F